FS(=O)(=O)OC=1C=C(OC2C(NC(CC2)=O)=O)C=CC1 3-(3-fluorosulfonyloxyphenoxy)-2,6-dioxo-piperidine